4-amino-1-methylpyrrole-2-carboxylic acid methyl ester hydrochloride Cl.COC(=O)C=1N(C=C(C1)N)C